N=1C=CN2C1CN(CC2)C2=NC(=CC=C2C2=CN=C(O2)CC2=CC=C(C=C2)F)C 5-(2-(5,6-Dihydroimidazo[1,2-a]pyrazin-7(8H)-yl)-6-methylpyridin-3-yl)-2-(4-fluorobenzyl)oxazol